ethyl (E)-1-cyclopropyl-4-(phenyldiazenyl)-3-(tetrahydro-2H-pyran-4-yl)-1H-pyrazole-5-carboxylate C1(CC1)N1N=C(C(=C1C(=O)OCC)\N=N\C1=CC=CC=C1)C1CCOCC1